N-{[1-(3-fluoropyridin-4-yl)azetidin-3-yl]methyl}-6,7-dimethoxy-1H,2H,3H-cyclopenta[b]quinolin-9-amine FC=1C=NC=CC1N1CC(C1)CNC1=C2C(=NC=3C=C(C(=CC13)OC)OC)CCC2